5-(3-pyridyl)-2-mercapto-1,3,4-oxadiazole N1=CC(=CC=C1)C1=NN=C(O1)S